BrC=1C=C(C=C(C1O)Br)O 3,5-dibromo-4-hydroxyphenol